6-(Azetidin-3-yloxy)-N-(2,4-dichlorophenyl)pyrido[3,4-d]pyrimidin-4-amine trifluoroacetate FC(C(=O)O)(F)F.N1CC(C1)OC1=CC2=C(N=CN=C2NC2=C(C=C(C=C2)Cl)Cl)C=N1